COC(=O)[C@@H]1N(C[C@H](C1)OC)C(C1=C(C=C(C(=C1)OC)OCC1=CC=CC=C1)[N+](=O)[O-])=O (2R,4S)-1-(4-(benzyloxy)-5-methoxy-2-nitrobenzoyl)-4-methoxypyrrolidine-2-carboxylic acid methyl ester